3-isopropylthiazolidine-2,4-dione C(C)(C)N1C(SCC1=O)=O